BrC1=CC=C(C=C2C=C(C(C(=C2)C(C)(C)C)=O)C(C)(C)C)C=C1 4-(4-bromobenzylidene)-2,6-di-tert-butylcyclohexa-2,5-dien-1-one